4-(4-((5-bromo-4-((5-(dimethylphosphono)quinoxalin-6-yl)amino)pyrimidin-2-yl)amino)-2-(1-Ethyl-1H-pyrazol-4-yl)-5-methoxyphenyl)piperazine-1-carboxylate BrC=1C(=NC(=NC1)NC1=CC(=C(C=C1OC)N1CCN(CC1)C(=O)[O-])C=1C=NN(C1)CC)NC=1C(=C2N=CC=NC2=CC1)P(=O)(OC)OC